C1(CC1)N1CCC(CC1)C1=C(C=C(C=C1)NC1=NC(=NC=2N1N=CC2)C2=C(C=CC=C2Cl)Cl)OCC N-(4-(1-cyclopropylpiperidin-4-yl)-3-ethoxyphenyl)-2-(2,6-dichlorophenyl)pyrazolo[1,5-a][1,3,5]triazin-4-amine